ClC=1C=C(C=CC1)C1=CC=CC(=N1)C(C(=O)N1CC2=C(N=C(NC2=O)C2(CC2)C2=CC=CC=C2)CC1)O 6-(2-(6-(3-chlorophenyl)pyridin-2-yl)-2-hydroxyacetyl)-2-(1-phenylcyclopropyl)-5,6,7,8-tetrahydropyrido[4,3-d]pyrimidin-4(3H)-one